Benzyl ((1S)-2-((5-(1-(5,5-difluoro-2-oxotetrahydropyrimidin-1(2H)-yl)-2-methoxyethyl)-2-hydroxyphenyl)amino)-1-((1r,4S)-4-fluorocyclohexyl)-2-oxoethyl)carbamate FC1(CNC(N(C1)C(COC)C=1C=CC(=C(C1)NC([C@H](C1CCC(CC1)F)NC(OCC1=CC=CC=C1)=O)=O)O)=O)F